C1(=CC=CC=C1)CCCCCO phenyl-amyl alcohol